C1(=C(C=CC=C1)N(C1=C(C(=C(C=2C3=CC=CC=C3CC12)C)C1=CC=CC=C1)C1=CC=CC=C1)C1=C(C=CC=C1)C1=CC=CC=2OC3=C(C21)C=CC=C3)C3=CC=CC=C3 (biphenylyl)(dibenzofuranylphenyl)(methyldiphenylfluorenyl)amine